ClC=1C(=CC(=C(N)C1)F)OC=1C=NC(=CC1)F 5-chloro-2-fluoro-4-((6-fluoropyridin-3-yl)oxy)aniline